tert-butyl (1S,3aR,6aS)-1-(methyl(m-tolyl)carbamoyl)hexahydrocyclopenta[c]pyrrole-2(1H)-carboxylate CN(C(=O)[C@H]1N(C[C@H]2[C@@H]1CCC2)C(=O)OC(C)(C)C)C=2C=C(C=CC2)C